13-(3-fluoro-4-((4-methylpyrimidin-2-yl)oxy)phenyl)-3-((triisopropylsilyl)ethynyl)-6,7-dihydro-5H-pyrido[3,4-c]pyrimido[5',4':4,5]pyrrolo[1,2-a]azepin-12-amine FC=1C=C(C=CC1OC1=NC=CC(=N1)C)C=1C2=C(N3C1C1=C(CCC3)C=C(N=C1)C#C[Si](C(C)C)(C(C)C)C(C)C)N=CN=C2N